ClCC1=C(C=CC=C1)CC(=O)O 2-(chloromethyl)phenylacetic acid